1-[(2R,4S,5R)-4-[(tert-butyl-dimethylsilyl)oxy]-5-(hydroxymethyl)oxolan-2-yl]-3H-pyrimidine-2,4-dione [Si](C)(C)(C(C)(C)C)O[C@H]1C[C@@H](O[C@@H]1CO)N1C(NC(C=C1)=O)=O